1-(6-Fluoropyridin-3-yl)prop-2-en-1-ol (4-amino-6-(phenylcarbamoyl)pyridin-2-yl)carbamate NC1=CC(=NC(=C1)C(NC1=CC=CC=C1)=O)NC(=O)OC(C=C)C=1C=NC(=CC1)F